N-methylimidazole CN1C=NC=C1